C(=C)NC(CCC)=O N-vinyl-butyric acid amide